CC1=CC=C(C=C1)C1=CC=C(C=C1)SC1=C(N=NN1)C(=O)O 5-((4'-methyl-[1,1'-biphenyl]-4-yl)thio)-1H-1,2,3-triazole-4-carboxylic acid